3-glycidyloxypropyl-methyl-diethoxysilane methyl-1-(1-(4'-chloro-2'-methyl-[1,1'-biphenyl]-4-yl)butyl)-1H-imidazole-5-carboxylate COC(=O)C1=CN=CN1C(CCC)C1=CC=C(C=C1)C1=C(C=C(C=C1)Cl)C.C(C1CO1)OCCC[Si](OCC)(OCC)C